(1S,2S,3R,5S)-3-(benzyloxy)-6,8-dioxabicyclo[3.2.1]octan-2-yl benzoate C(C1=CC=CC=C1)(=O)O[C@@H]1[C@@H]2CO[C@H](C[C@H]1OCC1=CC=CC=C1)O2